COC=1C=C(C(C(=O)O)O)C=CC1OC 3,4-dimethoxy-mandelic acid